3-((2S)-2-hydroxy-3-(8-(4-methyl-3,4-dihydro-2H-benzo[b][1,4]oxazin-6-ylsulfonyl)-1-oxa-8-azaspiro[4.5]decan-3-ylamino)propoxy)-N-methylbenzenesulfonamide O[C@H](COC=1C=C(C=CC1)S(=O)(=O)NC)CNC1COC2(C1)CCN(CC2)S(=O)(=O)C2=CC1=C(OCCN1C)C=C2